6-(3-(2-hydroxyethyl)-2,2-dimethylcyclopropyl)hexan-2-one OCCC1C(C1CCCCC(C)=O)(C)C